ClC1=C(C=CC=C1C1=CC=C(C(=N1)OC)CN[C@H]1CCC(NC1)=O)C1=C(C(=CC=C1)NC=1C2=C(N=C(N1)C)C=CC=N2)C (S)-5-(((6-(2-chloro-2'-methyl-3'-((2-methylpyrido[3,2-d]pyrimidin-4-yl)amino)-[1,1'-biphenyl]-3-yl)-2-methoxypyridin-3-yl)methyl)amino)piperidin-2-one